tert-Butyl ((8-bromo-3-methyl-4-oxo-4H-pyrido[1,2-a]pyrimidin-2-yl)methyl)(2-hydroxyethyl)carbamate BrC1=CC=2N(C(C(=C(N2)CN(C(OC(C)(C)C)=O)CCO)C)=O)C=C1